(RS)-pyrrolidin-3-ylcarbamic acid benzyl ester C(C1=CC=CC=C1)OC(N[C@H]1CNCC1)=O |r|